m-Phenylenebis(methylamine) C1(=CC(=CC=C1)NC)NC